FOC(C1=C(C(=C(C(=C1F)F)O)O)O)=O trifluoro-2,3,4-Trihydroxybenzoic acid